naphthyl-(naphthalene) C1(=CC=CC2=CC=CC=C12)C1=CC=CC2=CC=CC=C12